1,2-dihydroxy-4-ethoxyanthraquinone OC1=C(C=C(C=2C(C3=CC=CC=C3C(C12)=O)=O)OCC)O